C(C)(=O)OC1=CC(=CC(=C1)\C=C\C1=CC=C(C=C1)OC(C1=CN=CC=C1)=O)OC(C)=O (E)-5-(4-(nicotinoyloxy)styryl)-1,3-phenylene diacetate